C(C)OC(=O)C1=C(C(=C(N1)C1=CC=C(C=C1)F)CCC(=O)O)F 3-(5-(ethoxycarbonyl)-4-fluoro-2-(4-fluorophenyl)-1H-pyrrol-3-yl)propanoic acid